N1N=NN=C1C1=C(C=CC=C1)C1=CC(=CC(=N1)N(CC(C)C)CC1=CC=CC=C1)NC1=CC2=C(OCO2)C=C1 6-(2-(1H-tetrazol-5-yl)phenyl)-N4-(benzo[d][1,3]dioxol-5-yl)-N2-benzyl-N2-isobutylpyridine-2,4-diamine